3-(1-(2,4-dinitrophenyl)piperidin-4-yl)propanamide [N+](=O)([O-])C1=C(C=CC(=C1)[N+](=O)[O-])N1CCC(CC1)CCC(=O)N